C(N)(=O)C=1C=C(C=CC1F)NC(=O)[C@H]1O[C@@]([C@H]([C@H]1C1=C(C=C(C=C1)F)OC(F)F)C)(C(F)(F)F)C (2S,3S,4S,5S)-N-(3-carbamoyl-4-fluoro-phenyl)-3-[2-(difluoromethoxy)-4-fluoro-phenyl]-4,5-dimethyl-5-(trifluoromethyl)tetrahydrofuran-2-carboxamide